FC1=C(OC2CCN(CC2)C2=C(C=C(C=C2)S(=O)(=O)C)NC(=O)C=2C(N(C=CC2)C)=O)C=CC(=C1)F N-(2-(4-(2,4-difluorophenoxy)piperidin-1-yl)-5-(methylsulfonyl)phenyl)-1-methyl-2-oxo-1,2-dihydropyridine-3-carboxamide